hexadecane-7,10-diol CCCCCCC(CCC(CCCCCC)O)O